Cl.O=S1(CC(C=C1)N)=O 1,1-dioxo-2,3-dihydrothiophen-3-amine hydrochloride